6-(((6-methylbenzo[d]oxazol-2-yl)methyl)thio)-1-phenyl-1,5-dihydro-4H-pyrazolol CC1=CC2=C(N=C(O2)CSC2=CC=CC=C2N2N=C(CC2)O)C=C1